FC1=CC(=C(C=C1)N[C@H](C)C=1C=C(C=C2C(N(C(=NC12)N1CCOCC1)C)=O)C)N1C[C@@H](CCC1)O 8-((R)-1-((4-fluoro-2-((R)-3-hydroxypiperidin-1-yl)phenyl)amino)ethyl)-3,6-dimethyl-2-morpholinoquinazolin-4(3H)-one